t-butyl-tri(t-butoxy)tin C(C)(C)(C)[Sn](OC(C)(C)C)(OC(C)(C)C)OC(C)(C)C